ClC=1C=C2C=NC(=NC2=C(C1)F)SC 6-chloro-8-fluoro-2-(methylthio)quinazolin